C(C)OC(=O)C=1N=C(N(C1)C)CC1=CC=C(C=C1)OC 2-(4-methoxybenzyl)-1-methyl-1H-imidazole-4-carboxylic acid ethyl ester